5-chloro-N-(2-((2R,6R)-2,6-dimethylmorpholino)-5-fluoropyrimidin-4-yl)pyridazin-3-amine ClC=1C=C(N=NC1)NC1=NC(=NC=C1F)N1C[C@H](O[C@@H](C1)C)C